(R)-3-chloro-5-fluoro-4-(6-((6-((1-hydroxypropan-2-yl)amino)pyrimidin-4-yl)amino)-1H-pyrazolo[4,3-c]pyridin-1-yl)benzonitrile ClC=1C=C(C#N)C=C(C1N1N=CC=2C=NC(=CC21)NC2=NC=NC(=C2)N[C@@H](CO)C)F